BrCC(=O)C1=CC(=C(C=C1)C)[N+](=O)[O-] 2-Bromo-1-(4-methyl-3-nitrophenyl)ethanone